CC=1SC(=C(N1)C)CN1C(N(C(C2=CC(=CC=C12)S(NC1(CC1)C)(=O)=O)=O)NC(=O)C12CC2C1)=O N-(1-((2,4-dimethylthiazol-5-yl)methyl)-6-(N-(1-methylcyclopropyl)sulfamoyl)-2,4-dioxo-1,4-dihydroquinazolin-3(2H)-yl)bicyclo[1.1.0]butane-1-carboxamide